tert-butyl (S,Z)-3-(4-bromo-5-((4-chloro-5H-1,2,3-dithiazol-5-ylidene)amino)-2-methoxyphenyl)-2-((tert-butoxycarbonyl)amino)propanoate BrC1=CC(=C(C=C1\N=C/1\C(=NSS1)Cl)C[C@@H](C(=O)OC(C)(C)C)NC(=O)OC(C)(C)C)OC